C(#N)C=1C=C(C=CC1F)NC(=O)[C@@H]1[C@H](N(C(C2=CC=CC=C12)=O)CC(F)(F)F)C=1C=NC(=CC1)OC1CC1 (3S,4S)-N-(3-cyano-4-fluorophenyl)-3-(6-cyclopropoxypyridin-3-yl)-1-oxo-2-(2,2,2-trifluoroethyl)-1,2,3,4-tetrahydroisoquinoline-4-carboxamide